FC1=CC=C(C=C1)C=1N(C=C(C1C#N)C)C1=C2C(=NC=C1)COC2=O 2-(4-fluorophenyl)-4-methyl-1-(5-oxo-5,7-dihydrofuro[3,4-b]pyridin-4-yl)-1H-pyrrole-3-carbonitrile